C(#N)C=1C=CC=2C3=C(NC2C1)C(=C(C=N3)C(=O)NC3CC(C3)NC(OC)=O)NC(C)C Methyl ((1R,3R)-3-(7-cyano-4-(isopropylamino)-5H-pyrido[3,2-b]indol-3-carboxamido)cyclobutyl)carbamat